(4R)-4-amino-5-(4-hydroxy-3-(3-(2-(2-acrylamidoethoxy)-ethoxy)propionamido)phenyl)-2-methylpentanoic acid N[C@H](CC(C(=O)O)C)CC1=CC(=C(C=C1)O)NC(CCOCCOCCNC(C=C)=O)=O